9-vinyl-tetracyclo[6.2.1.13,6.02,7]dodeca-4-ene C(=C)C1C2C3C4C=CC(C3C(C1)C2)C4